BrC=1C(=C(C=C2C(OCC12)CC#N)NC(OC(C)(C)C)=O)F tert-Butyl N-[7-bromo-3-(cyanomethyl)-6-fluoro-1,3-dihydroisobenzofuran-5-yl]carbamate